[2H]C1(N(C(CC(C1)C1=CC2=C(N(C(N2C)=O)C2C(NC(CC2)=O)=O)C=C1)([2H])[2H])C(=O)OC(C)(C)C)[2H] tert-butyl 2,2,6,6-tetradeuterio-4-[1-(2,6-dioxo-3-piperidyl)-3-methyl-2-oxo-benzimidazol-5-yl]piperidine-1-carboxylate